1,4-dioxacycloheptan-5-one O1CCOC(CC1)=O